C[C@H]1O[C@H](OCC1)C(=O)OC1=CC=C(C=C1)\C=C\C1=CC(=CC(=C1)OC(=O)[C@H]1OCC[C@H](O1)C)O 4-[(1E)-2-{3-hydroxy-5-[(2S,4R)-4-methyl-1,3-dioxane-2-carbonyloxy]phenyl}ethenyl]phenyl (2S,4R)-4-methyl-1,3-dioxane-2-carboxylate